FC=1C=C(C=CC1C)S(=O)(=O)N1C[C@H](OCC1)C1=CSC2=C1C=CC=C2 |r| rac-3-[4-(3-fluoro-4-methyl-phenyl)sulfonylmorpholin-2-yl]benzothiophene